OC(\C=C/1\C[C@@]2(CCC(N2C1)=O)C(=O)OCC)C ethyl (7aS,Z)-2-(2-hydroxypropylidene)-5-oxotetrahydro-1H-pyrrolizine-7a(5H)-carboxylate